[Ru](Cl)Cl.C1(=CC=CC=C1)C1=CC=NC2=C3N=CC=C(C3=CC=C12)C1=CC=CC=C1.C1(=CC=CC=C1)C1=CC=NC2=C3N=CC=C(C3=CC=C12)C1=CC=CC=C1.C1(=CC=CC=C1)C1=CC=NC2=C3N=CC=C(C3=CC=C12)C1=CC=CC=C1 tris(4,7-diphenyl-1,10-phenanthroline) ruthenium dichloride